C(#N)C(C(=O)NC(OCC)=O)=NNC1=CC(=C(C(=C1)Cl)OC=1C=C2C3(C(NC2=CC1)=O)C(C3)C)Cl ethyl (2-cyano-2-(2-(3,5-dichloro-4-((2-methyl-2'-oxospiro[cyclopropane-1,3'-indolin]-5'-yl)oxy)phenyl)hydrazineylidene)acetyl)carbamate